4-hydroxy-3-oxo-butyramide OCC(CC(=O)N)=O